5-fluoro-N-(3-fluoro-4-methoxyphenethyl)-N-(prop-2-yn-1-yl)benzo[d]-thiazol-2-amine FC=1C=CC2=C(N=C(S2)N(CC#C)CCC2=CC(=C(C=C2)OC)F)C1